N-(4-((7-(methoxyethyl)-7H-pyrrolo[2,3-D]pyrimidin-4-yl)oxy)phenyl)-2-(4-(trifluoromethyl)phenyl)acetamide COCCN1C=CC2=C1N=CN=C2OC2=CC=C(C=C2)NC(CC2=CC=C(C=C2)C(F)(F)F)=O